NC1=C(C=NC=N1)C=1C=NN(C1)CC1=C(C=CC=C1)C#N 6-amino-5-(1-(2-cyanobenzyl)-1H-pyrazol-4-yl)pyrimidin